O1CCC(CC1)N1N=CC=C1 1-(oxan-4-yl)pyrazol